(E)-6-(4-fluorophenylvinyl)-2-hydroxy-3-(3-methylbut-2-en-1-yl)-4-(3,3,3-trifluoropropoxy)benzoic acid FC1=CC=C(C=C1)/C=C/C1=CC(=C(C(=C1C(=O)O)O)CC=C(C)C)OCCC(F)(F)F